5-(4-amino-2-methylphenyl)pyridin-2-amine NC1=CC(=C(C=C1)C=1C=CC(=NC1)N)C